O[C@@H]1[C@@H](COC2=CC=C(C=C12)C(=O)OC)COC methyl (3R,4R)-4-hydroxy-3-(methoxymethyl)chromane-6-carboxylate